FC(CNC(=O)C=1C=NN2C1C=C(C=C2)C2=CNC=1N=C(N=CC12)N[C@@H]1C[C@@H](C1)OC)F N-(2,2-difluoroethyl)-5-(2-((cis-3-methoxycyclobutyl)amino)-7H-pyrrolo[2,3-d]pyrimidin-5-yl)pyrazolo[1,5-a]pyridine-3-carboxamide